C(C)(C)(C)C=1C=C(C=C(C1O)C(C)(C)C)CCC(=O)Cl 3,5-Bis(tertiary butyl)-4-hydroxy-phenyl-propionyl chloride